FC1=CC2=C(N=CS2)C=C1NC1=C2C(=NC=C1)SC(=C2)[C@H]2[C@H](NCC2)C 6-Fluoro-N-(2-((2R,3R)-2-methylpyrrolidin-3-yl)thieno[2,3-b]pyridin-4-yl)benzo[d]thiazol-5-amine